tert-Butyl 3-(4-propylphenyl)azetidine-1-carboxylate C(CC)C1=CC=C(C=C1)C1CN(C1)C(=O)OC(C)(C)C